O=C1NC=C2C(NC3=C(O2)C=CC=C3OCCNC(=N)N)=N1 1-(2-((2-oxo-2,10-dihydro-3H-benzo[b]pyrimido[4,5-e][1,4]oxazin-9-yl)oxy)ethyl)guanidine